5-(trifluoromethyl)pyrimidine hydrochloride Cl.FC(C=1C=NC=NC1)(F)F